{[5-(4-bromo-2-fluorophenyl)-1-(4-chloro-2-fluorophenyl)-1H-1,2,4-triazol-3-yl]oxy}acetic acid BrC1=CC(=C(C=C1)C1=NC(=NN1C1=C(C=C(C=C1)Cl)F)OCC(=O)O)F